(3,5-dichloro-4-((1-(1-methylcyclopropyl)-1H-benzo[d]imidazol-6-yl)oxy)phenyl)-3,5-dioxo-2,3,4,5-tetrahydro-1,2,4-triazine-6-carbonitrile ClC=1C=C(C=C(C1OC=1C=CC2=C(N(C=N2)C2(CC2)C)C1)Cl)N1N=C(C(NC1=O)=O)C#N